3-Bromo-2-(5-fluoropyridin-2-yl)-5,5-dimethyl-5,6-dihydro-4H-pyrrolo[1,2-b]pyrazole BrC1=C2N(N=C1C1=NC=C(C=C1)F)CC(C2)(C)C